CC1=CC=C(C(=O)OC[C@@]2(O[C@@H](C[C@H]2OC(C2=CC=C(C=C2)C)=O)N2C(N=C(C=C2)NC(C2=CC=CC=C2)=O)=O)C#C)C=C1 [(2S,3R,5S)-5-(4-benzamido-2-oxo-pyrimidin-1-yl)-2-ethynyl-3-(4-methylbenzoyl)oxy-tetrahydrofuran-2-yl]methyl 4-methylbenzoate